(9H-fluoren-9-yl)methyl (S)-(1-hydroxy-4-phenylbutan-2-yl-1,1-d2)carbamate OC([C@H](CCC1=CC=CC=C1)NC(OCC1C2=CC=CC=C2C=2C=CC=CC12)=O)([2H])[2H]